(S)-7a-(((t-butyldimethylsilyl)oxy)methyl)-6-methylenehexahydro-3H-pyrrolizin-3-one [Si](C)(C)(C(C)(C)C)OC[C@@]12CC(CN2C(CC1)=O)=C